C1(CCCC1)P(C1=CC(=CC(=C1)OC)OC)C1CCCC1 dicyclopentyl-(3,5-dimethoxyphenyl)phosphine